4-(trifluoromethyl)indan-1-one FC(C1=C2CCC(C2=CC=C1)=O)(F)F